tert-butyl 8-methyl-7-(2-{[4-(oxan-4-yloxy)phenyl]amino}-5H,6H,7H,8H-pyrido[3,4-d]pyrimidin-7-yl)-1H,2H,3H-pyrido[2,3-b][1,4]oxazine-1-carboxylate CC1=C(C=NC=2OCCN(C21)C(=O)OC(C)(C)C)N2CC=1N=C(N=CC1CC2)NC2=CC=C(C=C2)OC2CCOCC2